3-[(3-chloro-2-methoxyphenyl)amino]-2-[2-[(2-fluoroethyl)amino]pyrimidin-4-yl]-1H,5H,6H,7H-pyrrolo[3,2-c]pyridin-4-one ClC=1C(=C(C=CC1)NC1=C(NC2=C1C(NCC2)=O)C2=NC(=NC=C2)NCCF)OC